2,5,6-trifluoro-3-chloropyridine zinc bis(butyldithiocarbamate) zinc [Zn+2].C(CCC)NC([S-])=S.C(CCC)NC([S-])=S.[Zn+2].FC1=NC(=C(C=C1Cl)F)F